(phenyl)indolocarbazole C1(=CC=CC=C1)C1=C2C(=CC=C1)N=C1C=CC3=C4C=CC=CC4=NC3=C12